NC1=NC=2C=C(C=CC2C2=C1C=NN2C)CN(C(=O)C2=CN=C(S2)N2CCC(CC2)OC)C2=C(C=CC(=C2)F)S(=O)(=O)C N-({4-amino-1-methyl-1H-pyrazolo[4,3-c]quinolin-7-yl}methyl)-N-(5-fluoro-2-methanesulfonylphenyl)-2-(4-methoxypiperidin-1-yl)-1,3-thiazole-5-carboxamide